[4-(Oxetan-3-yl)phenyl]Methylamine O1CC(C1)C1=CC=C(C=C1)CN